N-(5-(4-cyanophenyl)thiazolo[5,4-b]pyridin-2-yl)-4-(2-methoxy-5-nitrophenyl)-6-methylnicotinamide C(#N)C1=CC=C(C=C1)C1=CC=C2C(=N1)SC(=N2)NC(C2=CN=C(C=C2C2=C(C=CC(=C2)[N+](=O)[O-])OC)C)=O